N,N'-Diphenylmalonamide C1=CC=C(C=C1)NC(=O)CC(=O)NC2=CC=CC=C2